4-chloro-N-(1-(4-chlorophenyl)-1H-1,2,4-triazol-3-yl)benzamide ClC1=CC=C(C(=O)NC2=NN(C=N2)C2=CC=C(C=C2)Cl)C=C1